O[C@@H](CNC=1NC(/C(/N1)=C/C=1C=C2C=NN(C2=CC1)C)=O)C1=CC=CC=C1 (4Z)-2-[[(2R)-2-hydroxy-2-phenyl-ethyl]amino]-4-[(1-methylindazol-5-yl)methylene]-1H-imidazol-5-one